BrC(C(=O)Cl)(CCCC(=O)Cl)Br dibromoadipoyl chloride